BrC=1C=C2C=3N(C(C(NC3C1)=O)C1CC1)C=N2 8-bromo-4-cyclopropyl-4H-imidazo[1,5,4-de]quinoxalin-5(6H)-one